N-{[3-(4-{[(3S,4R)-3-fluoro-1-methylpiperidin-4-yl]amino}-1-(2,2,2-trifluoroethyl)-1H-indol-2-yl)-1,2,4-oxadiazol-5-yl]methyl}-1,5-dimethyl-1H-pyrrole-3-carboxamide F[C@H]1CN(CC[C@H]1NC1=C2C=C(N(C2=CC=C1)CC(F)(F)F)C1=NOC(=N1)CNC(=O)C1=CN(C(=C1)C)C)C